O[C@H](C)C1=CC2=C(N=C(N=C2)NCC2CN(CCC2)C(C)=O)C(=N1)NC(C)C 1-(3-(((6-((R)-1-hydroxyethyl)-8-(isopropylamino)pyrido[3,4-d]pyrimidin-2-yl)amino)methyl)piperidin-1-yl)ethan-1-one